rel-(R)-1-(4-(1-ethyl-4-(trifluoromethyl)-1H-imidazol-2-yl)phenyl)ethanol C(C)N1C(=NC(=C1)C(F)(F)F)C1=CC=C(C=C1)[C@@H](C)O |o1:17|